3-(4-(5-aminopent-1-yn-1-yl)-1-oxoisoindolin-2-yl)piperidine-2,6-dione hydrochloride Cl.NCCCC#CC1=C2CN(C(C2=CC=C1)=O)C1C(NC(CC1)=O)=O